FC(C(=O)O)(F)F.NCC(CN1N=CN(C1=O)CC1=CC=C(S1)N1C(CCC2=CC=CC(=C12)C)=O)=C(F)F [5-[[1-[2-(aminomethyl)-3,3-difluoro-allyl]-5-oxo-1,2,4-triazol-4-yl]methyl]-2-thienyl]-8-methyl-3,4-dihydro-1H-quinolin-2-one trifluoroacetate